2-chloro-1,3-dimethyl-chloro-imidazoline ClC1N(CC(N1C)Cl)C